C(=C)OCN 2-azaethyl vinyl ether